nickel-titanium-aluminum [Al].[Ti].[Ni]